4-[5-(aminomethyl)pyrimidin-2-yl]-3-[2-methyl-6-(oxan-4-ylamino)pyrimidin-4-yl]oxybenzonitrile NCC=1C=NC(=NC1)C1=C(C=C(C#N)C=C1)OC1=NC(=NC(=C1)NC1CCOCC1)C